2-((R)-1-(1-(5-propylpyrimidin-2-yl)piperidin-4-yl)ethoxy)-6-(6-(methylsulfonyl)pyridin-3-yl)imidazo[2,1-b][1,3,4]thiadiazol C(CC)C=1C=NC(=NC1)N1CCC(CC1)[C@@H](C)OC1=NN2C(S1)=NC(=C2)C=2C=NC(=CC2)S(=O)(=O)C